(S)-2-(8-methoxy-4-oxo-benzo[d][1,2,3]triazin-3(4H)-yl)-N-(1-p-tolylethyl)acetamide COC1=CC=CC2=C1N=NN(C2=O)CC(=O)N[C@@H](C)C2=CC=C(C=C2)C